(S)-N-(3-chloro-2,4-difluorophenyl)-7-(1H-pyrazol-1-yl)-5-(1-(pyrimidin-2-yl)ethoxy)quinazolin-4-amine ClC=1C(=C(C=CC1F)NC1=NC=NC2=CC(=CC(=C12)O[C@@H](C)C1=NC=CC=N1)N1N=CC=C1)F